ClC=1C=C2CCN(CC2=C(C1)[C@H]1NCCOC1)C(=O)N1C(COCC1)(C)C (R)-3-(6-chloro-2-(3,3-dimethylmorpholine-4-carbonyl)-1,2,3,4-tetrahydroisoquinolin-8-yl)morpholine